N[C@H](C=1OC2=C(N1)C=C(C=C2)[C@H](CO[Si](C)(C)C(C)(C)C)N2C(N[C@@H](C2)C(F)(F)F)=O)C2CCC(CC2)(F)F (S)-1-((R)-1-(2-((S)-amino(4,4-difluorocyclohexyl)methyl)benzo[d]oxazol-5-yl)-2-((tert-butyldimethylsilyl)oxy)ethyl)-4-(trifluoromethyl)imidazolidin-2-one